tert-butyl (1S,4R,5R)-5-(5-(7,8-dimethyl-[1,2,4]triazolo[1,5-a]pyridin-6-yl)-4-isopropyl-3-methyl-6H-thieno[2,3-b]pyrrol-2-yl)-2-azabicyclo[2.2.1]heptane-2-carboxylate CC1=C(C=2N(C=C1C1=C(C3=C(N1)SC(=C3C)[C@H]3[C@@H]1CN([C@H](C3)C1)C(=O)OC(C)(C)C)C(C)C)N=CN2)C